C(#N)C[C@H]1N(C[C@@H](C1)OC1=NC(=NC(=C1)O[C@@H](C)[C@H]1N(CCC1)C)C=1OC(=CN1)C(C)(C)C1=CC=CC=C1)C(=O)OC(C)(C)C tert-Butyl (2R,4R)-2-(cyanomethyl)-4-({6-[(1S)-1-[(2S)-1-methylpyrrolidin-2-yl] ethoxy]-2-[5-(2-phenylpropan-2-yl)-1,3-oxazol-2-yl]pyrimidin-4-yl}oxy)pyrrolidine-1-carboxylate